racemic-(3R,4S)-3-allyltetrahydro-2H-pyran-4-ol C(C=C)[C@@H]1COCC[C@@H]1O |r|